C(C(C)C)SC[C@@H]1[C@H]([C@H]([C@@H](O1)N1C=NC=2C(N)=NC=NC12)O)O 5'-isobutylthio-5'-deoxyadenosine